1-[3-acetyl-6-[6-fluoro-5-[[(3S,4R)-4-fluoropyrrolidin-3-yl]amino]benzimidazol-1-yl]-2-pyridyl]-5-methyl-pyrazole-3-carbonitrile C(C)(=O)C=1C(=NC(=CC1)N1C=NC2=C1C=C(C(=C2)N[C@H]2CNC[C@H]2F)F)N2N=C(C=C2C)C#N